N-(cyclopropylmethyl)-2-(4-(5-(3,5-dichlorophenyl)-5-(trifluoromethyl)-4,5-dihydroisoxazol-3-yl)-2-methylbenzamido)-4,5,6,7-tetrahydrobenzo[b]thiophene-3-carboxamide C1(CC1)CNC(=O)C=1C2=C(SC1NC(C1=C(C=C(C=C1)C1=NOC(C1)(C(F)(F)F)C1=CC(=CC(=C1)Cl)Cl)C)=O)CCCC2